N2-(2-(1-(Cyclopropylsulfonyl)-1H-pyrazol-4-yl)pyrimidin-4-yl)-M-isopropyl-5-(pyridin-3-ylethynyl)pyridine-2,4-diamine C1(CC1)S(=O)(=O)N1N=CC(=C1)C1=NC=CC(=N1)NC1=NC=C(C(=C1C(C)C)N)C#CC=1C=NC=CC1